2-(quinolin-6-yl)propanamide N1=CC=CC2=CC(=CC=C12)C(C(=O)N)C